O[C@@]12[C@]3(CCCC=C3CC[C@H]1[C@@H]1CC[C@H](CC)[C@]1(CC2)C)C 9-hydroxypregn-4-ene